(R)-2-(6-(2-(2-fluoro-5-(trifluoromethoxy)benzyl)-2H-tetrazol-5-yl)pyridin-2-yl)-2-hydroxy-propane-1-sulfonamide FC1=C(CN2N=C(N=N2)C2=CC=CC(=N2)[C@@](CS(=O)(=O)N)(C)O)C=C(C=C1)OC(F)(F)F